methyl (2S)-2-(4-ethynylphenoxy)propanoate C(#C)C1=CC=C(O[C@H](C(=O)OC)C)C=C1